((4-methylpent-1-en-3-yl)oxy)isoindoline-1,3-dione CC(C(C=C)ON1C(C2=CC=CC=C2C1=O)=O)C